S1SC(C2=C1CCC2)=S 5,6-dihydrocyclopenta[c][1,2]dithiole-3(4H)-thione